3'-(hex-5-yn-1-yl)-[1,1'-biphenyl]-4-ol C(CCCC#C)C=1C=C(C=CC1)C1=CC=C(C=C1)O